C(C)O[Si](CCCNC(=O)C=CC(=O)O)(OCC)OCC 3-[3-(triethoxysilyl)-propylcarbamoyl]acrylic acid